2,5-dimethylbenzene-1,4-dithiol CC1=C(C=C(C(=C1)S)C)S